2-{6-[(1R,5S)-8-azabicyclo[3.2.1]oct-3-ylamino]pyridazin-3-yl}-5-(1H-pyrazol-4-yl)phenol hydrochloride Cl.[C@H]12CC(C[C@H](CC1)N2)NC2=CC=C(N=N2)C2=C(C=C(C=C2)C=2C=NNC2)O